acetyl-D-carnitine CC(=O)O[C@@H](CC(=O)[O-])C[N+](C)(C)C